bisepoxybisphenol A OC1=C2C(=C(C3=C1O3)C(C)(C)C3=CC=C(C=C3)O)O2